5-Fluoro-2-[6-({1-[(3R)-6-[4-(2-hydroxyethyl)piperazin-1-yl]-2-methylhexan-3-yl]azetidin-3-yl}methyl)-4-methylpyrrolo[1,2-a]pyrazin-8-yl]-N-methyl-N-(isopropyl)benzamide FC=1C=CC(=C(C(=O)N(C(C)C)C)C1)C=1C=C(N2C1C=NC=C2C)CC2CN(C2)[C@@H](C(C)C)CCCN2CCN(CC2)CCO